C1(CC1)OC1=CC=2N(N=C1C1CC1)C(=CN2)C2=NC(=NC=C2)N[C@H]2CN(C[C@@H]2F)C(=O)OC(C)(C)C tert-butyl (3S,4S)-3-[[4-[7-(cyclopropoxy)-6-cyclopropyl-imidazo[1,2-b]pyridazin-3-yl]pyrimidin-2-yl]amino]-4-fluoro-pyrrolidine-1-carboxylate